5-(4-chlorophenyl)-2,3-dihydroimidazo[1,2-b]isoindol-5-ol ClC1=CC=C(C=C1)C1(N2C(C=3C=CC=CC13)=NCC2)O